2-(3-fluoro-5-(2-(2-fluoro-5-(trifluoromethoxy)benzyl)-2H-tetrazol-5-yl)phenyl)-2-hydroxypropane-1-sulfonamide FC=1C=C(C=C(C1)C=1N=NN(N1)CC1=C(C=CC(=C1)OC(F)(F)F)F)C(CS(=O)(=O)N)(C)O